NC1=NC=NN2C1=C(C=C2C=2C=C(C(=C(C(=O)N[C@@H]1CN(C[C@@H]1F)C(CC(C(F)(F)F)(C)O)=O)C2)C)F)C(F)(F)F 5-[4-amino-5-(trifluoromethyl)pyrrolo-[2,1-f][1,2,4]triazin-7-yl]-3-fluoro-N-[(3R,4S)-4-fluoro-1-(4,4,4-trifluoro-3-hydroxy-3-methylbutanoyl)pyrrolidin-3-yl]-2-methylbenzamide